C(=O)N1C[C@H](OC2=C(C1)C=CC(=C2)C(=O)OC)C(C)C methyl (R)-4-formyl-2-isopropyl-2,3,4,5-tetrahydrobenzo[f][1,4]oxazepine-8-carboxylate